2,3,5,6-tetramethylbenzenesulfonyl chloride CC1=C(C(=C(C=C1C)C)C)S(=O)(=O)Cl